3-(4-chloro-2-fluorophenoxy)-6-methyl-2-(4-(methylsulfonyl)phenyl)-4H-pyran-4-one ClC1=CC(=C(OC2=C(OC(=CC2=O)C)C2=CC=C(C=C2)S(=O)(=O)C)C=C1)F